mono-caffeoyl-tartaric acid C(\C=C\C1=CC(O)=C(O)C=C1)(=O)C(C(=O)O)(O)C(O)C(=O)O